ClC=1C=C(C=C(C1OC1=NNC(C2=C1CCC2C)=O)Cl)N2N=C(C(NC2=O)=O)C#N 2-[3,5-dichloro-4-({5-methyl-4-oxo-3H,5H,6H,7H-cyclopenta[d]pyridazin-1-yl}oxy)phenyl]-3,5-dioxo-4H-1,2,4-triazine-6-carbonitrile